C1(CC1)C=1C(=NC=C(C1)NC(C(=O)N1[C@H](CC[C@@H](C1)C)C=1C=CC2=C(N=C(S2)CN(C)C)C1)=O)NC(OC(C)(C)C)=O tert-butyl N-[3-cyclopropyl-5-[[2-[(2R,5S)-2-[2-[(dimethylamino)methyl]-1,3-benzothiazol-5-yl]-5-methyl-1-piperidyl]-2-oxo-acetyl]amino]-2-pyridyl]carbamate